N1(CCNCC1)C=O (piperazin-1-yl)methanone